C(C=1C(O)=CC=CC1)=NCC(C)N N-salicylidene-1,2-propylenediamine